C12CN(CC(O1)C2)C2=NN(C1=C2C=NC(=C1)NC(C)=O)C1=NC(=NC(=C1)CC)C(C)(C)F N-(3-(6-oxa-3-azabicyclo[3.1.1]hept-3-yl)-1-(6-ethyl-2-(2-fluoroprop-2-yl)pyrimidin-4-yl)-1H-pyrazolo[4,3-c]pyridin-6-yl)acetamide